Salicylic acid Sodium [Na].C(C=1C(O)=CC=CC1)(=O)O